ClC1=CC(=NC=C1CC12CC(C1)(C2)C#N)Cl 3-(4,6-Dichloronicotinyl)bicyclo[1.1.1]pentane-1-carbonitrile